ClC1=CC=C(S1)C(=O)NC1CC(CCC1)N1C(=NC2=C1C=CC(=C2)C(=O)N)C2=NC=CC=C2 1-(3-(5-chlorothiophene-2-carboxamido)cyclohexyl)-2-(pyridin-2-yl)-1H-benzo[d]Imidazole-5-Formamide